N1CC(CC1)C(C(=O)N)(C)C (pyrrolidin-3-yl)isobutyramide